methyl 5-amino-pyridine-3-carboxylate NC=1C=C(C=NC1)C(=O)OC